CC(C(=O)OCC)C(=O)C ethyl 2-methylacetoacetate